C=C(C)C=1C=CC=2N(C=3C=CC=CC3C2N1)CC1=CC=C(CP(OCC)(OCC)=O)C=C1 diethyl (4-((2-(prop-1-en-2-yl)-5H-pyrido[3,2-b]indol-5-yl)methyl)benzyl)phosphonate